tert-butyl (S)-2-((6-bromopyridin-2-yl) carbamoyl)-4,4-dimethylpyrrolidine-1-carboxylate BrC1=CC=CC(=N1)NC(=O)[C@H]1N(CC(C1)(C)C)C(=O)OC(C)(C)C